NC1=NC2=C(C=3N1N=C(N3)C3=NC=CC=C3)C(=C(N2CCN2CCN(CC2)C2=CC=NC=C2)C(=O)O)Cl 5-amino-9-chloro-2-(pyridin-2-yl)-7-(2-(4-(pyridin-4-yl)piperazin-1-yl)ethyl)-7H-pyrrolo[3,2-e][1,2,4]triazolo[1,5-c]pyrimidine-8-carboxylic acid